C[C@H]1CN(C[C@H](C1)C)C1=C(C=C(C=N1)B(O)O)F (6-((3R,5S)-3,5-dimethylpiperidin-1-yl)-5-fluoropyridin-3-yl)boronic acid